methyl 2-(4-((2-(4-(5-chloropyrimidin-2-yl)-3,6-dihydropyridin-1(2H)-yl)-5,5-dioxo-7,8-dihydro-6H-thiopyrano[3,2-d]pyrimidin-4-yl)amino)-2-fluorophenyl)acetate ClC=1C=NC(=NC1)C=1CCN(CC1)C=1N=C(C2=C(N1)CCCS2(=O)=O)NC2=CC(=C(C=C2)CC(=O)OC)F